chloromonofluoride ClF